C(C)(C)(C)OC(=O)N(CC(=O)N1C(=C(C2=CC(=CC=C12)C1CCN(CC1)C(=O)OCC1=CC=CC=C1)C(C)C)C=1C(=C(C=2N(C1)N=CN2)C)C)C benzyl 4-(1-(N-(tert-butoxycarbonyl)-N-methylglycyl)-2-(7,8-dimethyl-[1,2,4]triazolo[1,5-a]pyridin-6-yl)-3-isopropyl-1H-indol-5-yl)piperidine-1-carboxylate